1,2-bis(3,5-di-t-butylphenyl)acetylene C(C)(C)(C)C=1C=C(C=C(C1)C(C)(C)C)C#CC1=CC(=CC(=C1)C(C)(C)C)C(C)(C)C